5-(furan-2-yl)-2-propan-2-yl-[1,2,4]triazolo[1,5-c]pyrimidin O1C(=CC=C1)C1=NC=CC=2N1N=C(N2)C(C)C